5-(cyclopentylmethyl)-N-(4-(5-(2-methoxyethoxy)-2-(trifluoromethyl)phenyl)pyridin-2-yl)-4H-1,2,4-triazole-3-carboxamide C1(CCCC1)CC=1NC(=NN1)C(=O)NC1=NC=CC(=C1)C1=C(C=CC(=C1)OCCOC)C(F)(F)F